O1C=CC2=C1C=CC(=C2)C=CC(=O)O 3-(benzofuran-5-yl)acrylic acid